4-methyl-7-[(3aR,4R,6R,6aR)-2,2-dimethyl-6-[(1R)-6-chloroisochroman-1-yl]-3a,4,6,6a-tetrahydrofuro[3,4-d][1,3]dioxol-4-yl]pyrrolo[2,3-d]pyrimidine CC=1C2=C(N=CN1)N(C=C2)[C@@H]2O[C@@H]([C@H]1OC(O[C@H]12)(C)C)[C@@H]1OCCC2=CC(=CC=C12)Cl